O=C1NCCC2=CC=C(C=C12)C(=O)O 1-oxo-3,4-dihydro-2H-isoquinoline-7-carboxylic acid